Cl.Cl.C1(=CC=CC2=CC=CC=C12)NCCN N-(1-naphthyl)-ethylenediamine dihydrochloride